CNC(C1=NC=C(C=C1)N1CCC(CC1)N1C2CC(C1)(C2)C2=NC1=CC=CC=C1C(N2)=O)=O N-methyl-5-(4-(4-(4-oxo-3,4-dihydroquinazolin-2-yl)-2-azabicyclo[2.1.1]hexan-2-yl)piperidin-1-yl)picolinamide